CC1=NC=CC(=C1)N[C@H](C)C1=CC(=CC=C1)S(F)(F)(F)(F)F 2-methyl-4-(((R)-1-(3-(pentafluorosulfanyl)phenyl)ethyl)amino)pyridine